FC1=C(C=CC(=C1C)OC1=CC2=C(N(C=N2)C)C=C1)NC=1C2=C(N=CN1)C=CC(=N2)C2C[C@H]1CC[C@@H](C2)N1C(C=C)=O 1-((1R,3s,5S)-3-(4-((2-fluoro-3-methyl-4-((1-methyl-1H-benzo[d]imidazol-5-yl)oxy)phenyl)amino)pyrido[3,2-d]pyrimidin-6-yl)-8-azabicyclo[3.2.1]octan-8-yl)prop-2-en-1-one